1-(2-carboxyethyl)-3-methylimidazole chloride [Cl-].C(=O)(O)CCN1CN(C=C1)C